N'-((3-isopropylbicyclo[4.2.0]octa-1,3,5-trien-2-yl)carbamoyl)-6,7-dihydro-5H-pyrazolo[5,1-b][1,3]oxazine-3-sulfonimidamide C(C)(C)C=1C(=C2CCC2=CC1)NC(=O)N=S(=O)(N)C=1C=NN2C1OCCC2